N[C@@H]1C2=CC=CC=C2CC12CCN(CC2)C=2C(=NC(=CN2)C#CCN2N=CC1=CC(=CC=C21)OC)CO (S)-(3-(1-amino-1,3-dihydrospiro[indene-2,4'-piperidine]-1'-yl)-6-(3-(5-methoxy-1H-indazol-1-yl)prop-1-yn-1-yl)pyrazin-2-yl)methanol